methyl maleimidobenzo-chromene-carboxylate C1(C=CC(N1C=1C(OC2=C3C(=CC=C2C1)C=CC=C3)C(=O)OC)=O)=O